NC1=C(C=C(C=N1)NC(C(=O)N1[C@H](CC[C@@H](C1)C)C1=CC2=CN(N=C2C=C1)CCN(C)C)=O)C1CC1 N-(6-amino-5-cyclopropyl-3-pyridyl)-2-[(2R,5S)-2-[2-[2-(dimethylamino)Ethyl]Indazol-5-Yl]-5-methyl-1-piperidyl]-2-oxo-acetamide